3-[5-(7-methyl-spiro[2H-benzofuran-3,1'-cyclopropan]-4-yl)oxypyrazin-2-yl]-1H-imidazo[4,5-b]pyridin-2-one CC1=CC=C(C2=C1OCC21CC1)OC=1N=CC(=NC1)N1C(NC=2C1=NC=CC2)=O